O=C1CCC(C12C(CCC2)C(=O)OC)=O methyl 1,4-dioxospiro[4.4]nonane-6-carboxylate